FC(C1=C(C=NC=2C(CCCC12)O)C#N)F 4-(difluoromethyl)-8-hydroxy-5,6,7,8-tetrahydroquinoline-3-carbonitrile